(S)-(-)-2,2'-bis-(diphenylphosphino)-1,1'-binaphthyl C1(=CC=CC=C1)P(C1=C(C2=CC=CC=C2C=C1)C1=C(C=CC2=CC=CC=C12)P(C1=CC=CC=C1)C1=CC=CC=C1)C1=CC=CC=C1